7-(2-(1H-Imidazol-1-yl)ethoxy)-2-(4-(5-(4,5-dimethoxy-2-nitrophenyl)-2H-tetrazol-2-yl)phenethyl)-6-methoxy-1,2,3,4-tetrahydroisoquinoline N1(C=NC=C1)CCOC1=C(C=C2CCN(CC2=C1)CCC1=CC=C(C=C1)N1N=C(N=N1)C1=C(C=C(C(=C1)OC)OC)[N+](=O)[O-])OC